C(=S)O thionoformic acid